CC1=CN(C(=O)NC1=O)[C@H]2C[C@@H]([C@H](O2)COP(=O)(O)[O-])O The molecule is a thymidine 5'-monophosphate. It is a conjugate base of a dTMP. It is a conjugate acid of a dTMP(2-).